NC1=C(C=C(C=C1)N(C)C)S(=S)(=O)O 2-amino-5-dimethylaminophenylthiosulfonic acid